ClC1=CC=C(C=C1)N1[13C](CCC1)=O N-(4-chlorophenyl)pyrrolidin-2-one-13C